2-(2,6-Dimethyl-4-((4-(3-methyl-4-(trifluoromethyl)benzyl)piperazin-1-yl)methyl)phenoxy)-2-methylpropanoic acid CC1=C(OC(C(=O)O)(C)C)C(=CC(=C1)CN1CCN(CC1)CC1=CC(=C(C=C1)C(F)(F)F)C)C